The molecule is a dicarboxylic acid dianion resulting from the deprotonation of both of the carboxy groups of 4,4'-disulfanyldibutanoic acid. It is a conjugate base of a 4,4'-disulfanyldibutanoic acid. C(CC(=O)[O-])CSSCCCC(=O)[O-]